C1(CC1)C1=C(C=NC=C1)C1CN(C1)C(=O)[C@@H]1CC[C@H]2N1C([C@H](CCC2)NC(=O)C2=CC1=C(S2)C=CC(=C1)CP(O)(O)=O)=O ((2-(((3S,6S,9aS)-3-(3-(4-cyclopropylpyridin-3-yl)azetidine-1-carbonyl)-5-oxooctahydro-1H-pyrrolo[1,2-a]azepin-6-yl)carbamoyl)benzo[b]thiophen-5-yl)methyl)phosphonic acid